3-((4-amino-3-iodo-1H-pyrazolo[3,4-d]pyrimidin-1-yl)methyl)-8-methyl-2-o-tolylisoquinolin-1(2H)-one NC1=C2C(=NC=N1)N(N=C2I)CC=2N(C(C1=C(C=CC=C1C2)C)=O)C2=C(C=CC=C2)C